2-bromobenzo[4,5]imidazo[1,2-f]benzo[4,5]thieno[2,3-c]phenanthridine BrC1=CC2=C(N=C3N2C=2C4=C(C=CC2C2=CC=CC=C32)SC3=C4C=CC=C3)C=C1